C1(=CC=CC=C1)C#CC=1C=NC=2[C@@H]3[C@H](N(CC2C1)C(=O)OC)CCC3 |r| (rac)-cis-Methyl 3-(phenylethynyl)-7,8,9,9a-tetrahydro-5H-cyclopenta[h][1,6]naphthyridine-6(6aH)-carboxylate